FC1=CC(=CC=2N(C(=NC21)C(C)(C)O)C(C)C)B2OC(C(O2)(C)C)(C)C 2-(4-fluoro-1-isopropyl-6-(4,4,5,5-tetramethyl-1,3,2-dioxaborolan-2-yl)-1H-benzo[d]imidazol-2-yl)propan-2-ol